5-trifluoromethylbenzene-1,2-diamine FC(C1=CC=C(C(=C1)N)N)(F)F